2-(N-[5-[4-[2-[2-(1-adamantyl)ethylamino]-2-oxo-ethoxy]benzoyl]-4-amino-thiazol-2-yl]-4-fluoro-anilino)propanamide C12(CC3CC(CC(C1)C3)C2)CCNC(COC2=CC=C(C(=O)C3=C(N=C(S3)N(C3=CC=C(C=C3)F)C(C(=O)N)C)N)C=C2)=O